ClC1=CN=CC(=N1)CNC(OC(C)(C)C)=O tert-butyl ((6-chloropyrazin-2-yl)methyl)carbamate